ethyl 1-(6-chloro-5-fluoro-3-methylpyridin-2-yl)-5-(trifluoromethyl)-1H-pyrazole-4-carboxylate ClC1=C(C=C(C(=N1)N1N=CC(=C1C(F)(F)F)C(=O)OCC)C)F